1-[4-(2-ethyl-hexyloxy)-phenyl]-6-fluoro-1H-indole C(C)C(COC1=CC=C(C=C1)N1C=CC2=CC=C(C=C12)F)CCCC